N-[[6-(5-Chloroindolin-1-yl)-2-pyridyl]sulfonyl]-2-(2,2,4-trimethylpyrrolidin-1-yl)pyridin-3-carboxamid ClC=1C=C2CCN(C2=CC1)C1=CC=CC(=N1)S(=O)(=O)NC(=O)C=1C(=NC=CC1)N1C(CC(C1)C)(C)C